C(C)(C)(C)OC(=O)N1CCN(CC1)C1=C(C=C(C2=C1CCO2)[N+](=O)[O-])C=2C=NN(C2)C 4-(5-(1-methyl-1H-pyrazol-4-yl)-7-nitro-2,3-dihydrobenzofuran-4-yl)piperazine-1-carboxylic acid tert-butyl ester